monobromoamine BrN